ClC=1C=CC(=NC1OCC1=C(C=C(C=C1)Cl)F)C1=CC(=C(C=2CCOC21)CC2=NC1=C(N2C[C@H]2OCC2)C=C(C=C1OC)C(=O)O)F (S)-2-((7-(5-chloro-6-((4-chloro-2-fluorobenzyl)oxy)pyridin-2-yl)-5-fluoro-2,3-dihydrobenzofuran-4-yl)methyl)-4-methoxy-1-(oxetane-2-ylmethyl)-1H-benzo[d]imidazole-6-carboxylic acid